6-benzothiophene-2,2-dione C=1S(C=CC2=CC=CC21)(=O)=O